[Na].[Na].[Br-].C[NH+](CCCCCCCCCCCCCCCCCC)C N,N-Dimethyl-N-Octadecylammonium Bromid Disodium